CC=1C=C(C=CC1OC1=CC=2N(C=C1)N=CN2)NC=2C1=C(N=CN2)C=CC(=N1)N1CC2(C1)CN(CCC2)C(C=C)=O 1-(2-{4-[(3-methyl-4-{[1,2,4]triazolo[1,5-a]pyridin-7-yloxy}phenyl)amino]pyrido[3,2-d]pyrimidin-6-yl}-2,6-diazaspiro[3.5]nonan-6-yl)prop-2-en-1-one